ClC1=C(C=CC(=C1)C(F)(F)F)NC(=O)C1(CCC1)N1N=CC(=C1)C=1C=C2C(N(C(C2=CC1)=O)C1C(NC(CC1)=O)=O)=O N-(2-chloro-4-(trifluoromethyl)phenyl)-1-(4-(2-(2,6-dioxopiperidin-3-yl)-1,3-Dioxoisoindoline-5-yl)-1H-pyrazol-1-yl)cyclobutane-1-carboxamide